C1(CCCC1)C(=O)N1CCC(CC1)C(=O)N[C@H](C(N[C@@H](C[C@H]1C(NCC1)=O)C(COC1=C(C(=CC(=C1F)F)F)F)=O)=O)CC(C)C 1-(cyclopentane-carbonyl)-N-((S)-4-methyl-1-oxo-1-(((S)-3-oxo-1-((S)-2-oxopyrrolidin-3-yl)-4-(2,3,5,6-tetrafluorophenoxy)butan-2-yl)amino)pentan-2-yl)piperidine-4-carboxamide